ClC1=C(C=NC2=C(C=C(C=C12)[N+](=O)[O-])Cl)C#N 4,8-dichloro-6-nitroquinoline-3-carbonitrile